C(#N)C1=CNC2=C(C=CC=C12)NS(=O)(=O)C1=CN=CS1 N-(3-cyano-1H-indol-7-yl)-1,3-thiazole-5-sulfonamide